3-(3-isopropyl-5-(1-(tetrahydro-2H-pyran-4-yl)piperidin-4-yl)-1H-indol-2-yl)-4-methyl-1H-pyrrolo[2,3-b]pyridine C(C)(C)C1=C(NC2=CC=C(C=C12)C1CCN(CC1)C1CCOCC1)C1=CNC2=NC=CC(=C21)C